C(C)N(C=1C(=C(C(=O)N)C=C(C1)C#CCN1CCOCC1)C)C1CCC(CC1)N(C)CCOC 3-[ethyl-[4-[2-methoxyethyl(methyl)amino]cyclohexyl]amino]-2-methyl-5-(3-morpholin-4-ylprop-1-ynyl)benzamide